N[C@H](C(=O)N[C@H](C(=O)NCOC12CC(C1)(C2)C(=O)OC)CCCNC(=O)N)C(C)C Methyl 3-(((S)-2-((S)-2-amino-3-methylbutanamido)-5-ureidopentanamido)methoxy)bicyclo[1.1.1]pentane-1-carboxylate